5-(trifluoromethyl)-1,2,3-benzenetriamine FC(C=1C=C(C(=C(C1)N)N)N)(F)F